ClC=1C=C2C(=CC1)NC(C21CCN(CC1)CCOC1=CC(=C(C(=O)N[C@H]2CS(CC2)(=O)=O)C=C1)F)=O |o1:25| 4-(2-{5-chloro-2-oxo-1,2-dihydrospiro[indole-3,4'-piperidin]-1'-yl}ethoxy)-N-[(3R) or (3S)-1,1-dioxo-1λ6-thiolan-3-yl]-2-fluorobenzamide